CC=1N(C(=CC1)C)C1=NN2C(C(=C(C=C2)C2=NC(=CN=C2)C=2C=NN(C2)C(CC)C2=CC=C(C=C2)F)C)=N1 2-(2,5-dimethyl-1H-pyrrol-1-yl)-7-(6-(1-(1-(4-fluorophenyl)propyl)-1H-pyrazol-4-yl)pyrazin-2-yl)-8-methyl-[1,2,4]-triazolo[1,5-a]pyridine